(-)-E-pinane C12C(CCC(C1(C)C)C2)C